[Sn].[Al].[Ti].[Zr] zirconium titanium aluminum tin